[NH4+].[NH4+].P(=S)([O-])([O-])O thiophosphate diammonium salt